C1(CC1)[C@H]1C2=C(N(C([C@@]1(C)NC(C1=CC(=CC=C1)C(F)(F)F)=O)=O)CC)N(N=C2CO)C2CCOCC2 N-((4S,5S)-4-cyclopropyl-7-ethyl-3-(hydroxymethyl)-5-methyl-6-oxo-1-(tetrahydro-2H-pyran-4-yl)-4,5,6,7-tetrahydro-1H-pyrazolo[3,4-b]pyridin-5-yl)-3-(trifluoromethyl)benzamide